7-fluoro-N-(6-fluoro-2,3-dihydro-4H-benzo[b][1,4]oxazin-4-yl)-4-(tetrahydrofuran-3-yl)-8-(2,3,5-trifluorophenyl)quinoline-3-carboxamide FC1=CC=C2C(=C(C=NC2=C1C1=C(C(=CC(=C1)F)F)F)C(=O)NN1C2=C(OCC1)C=CC(=C2)F)C2COCC2